(R)-benzyl 2-(((benzyloxy)carbonyl)amino)-3-(3-(5-ethylisoxazol-4-yl)benzamido)propanoate C(C1=CC=CC=C1)OC(=O)N[C@@H](C(=O)OCC1=CC=CC=C1)CNC(C1=CC(=CC=C1)C=1C=NOC1CC)=O